Bis(4-methylphenyl)phosphoric acid CC1=CC=C(C=C1)OP(OC1=CC=C(C=C1)C)(O)=O